NC1=CC=C(C(=C1)Cl)C1=C(C=CC=C1)OC(C)C 4-amino-6-chloro-2'-isopropoxy-[1,1'-biphenyl]